C(C(=C)C)(=O)OC(COC1=CC(=C(C=C1)N1N=C2C(=N1)C=CC=C2)O)COC 1-(4-(2H-benzo[d][1,2,3]triazol-2-yl)-3-hydroxyphenoxy)-3-methoxypropan-2-yl methacrylate